O.S(=O)(=O)([O-])[O-].[Mg+2] magnesium sulfate, hydrate